FC1=C(C=CC=2C3=C(C(NC12)=O)CCO3)C(=O)OC methyl 6-fluoro-4-oxo-2h,3h,5h-furo[3,2-c]quinoline-7-carboxylate